(S)-2-((4-(6-((2-methylbenzo[d]thiazol-5-yl)methoxy)pyridin-2-yl)piperidin-1-yl)methyl)-1-(oxetan-2-ylmethyl)-1H-benzo[d]imidazole-6-carboxylic acid CC=1SC2=C(N1)C=C(C=C2)COC2=CC=CC(=N2)C2CCN(CC2)CC2=NC1=C(N2C[C@H]2OCC2)C=C(C=C1)C(=O)O